5-[(2-methoxybenzyl)-methylamino]-2-(pyridin-2-yl)-4,5,6,7-tetrahydro-2H-indazol-3-ol COC1=C(CN(C2CC3=C(N(N=C3CC2)C2=NC=CC=C2)O)C)C=CC=C1